tert-butyl (R)-4-(6-((6-(3-methyl-4-(1-(3-(1-methylcyclopropyl)-1,2,4-oxadiazole-5-carboxamido)ethyl)phenyl)pyrimidin-4-yl)amino)pyridin-3-yl)piperazine-1-carboxylate CC=1C=C(C=CC1[C@@H](C)NC(=O)C1=NC(=NO1)C1(CC1)C)C1=CC(=NC=N1)NC1=CC=C(C=N1)N1CCN(CC1)C(=O)OC(C)(C)C